ClC1=C(C(=CC(=C1)C(F)(F)F)Cl)N1CC(CNS1(=O)=O)C 6-(2,6-dichloro-4-(trifluoromethyl)phenyl)-4-methyl-1,1-dioxido-1,2,6-thiadiazinane